ClCC(=O)N(CC1=NNC=C1)NC(=O)C(CC(C)C)NC(OCC1=CC=CC=C1)=O Benzyl N-[1-[[(2-chloroacetyl)-(1H-pyrazol-3-ylmethyl)amino]carbamoyl]-3-methyl-butyl]carbamate